sodium (R)-1-methyl-5-(1-tritylaziridine-2-carboxamido)-1H-imidazole-2-carboxylate CN1C(=NC=C1NC(=O)C1[N@@](C1)C(C1=CC=CC=C1)(C1=CC=CC=C1)C1=CC=CC=C1)C(=O)[O-].[Na+]